tert-butyl-(E)-3-(3-(2,4-dioxotetrahydropyrimidin-1(2H)-yl)-4-methylphenyl)acrylate C(C)(C)(C)OC(\C=C\C1=CC(=C(C=C1)C)N1C(NC(CC1)=O)=O)=O